Cl.ClC1=CN=C(N1C)CCC(=O)N1C[C@H](CCC1)N(C)C (S)-3-(5-chloro-1-methyl-1H-imidazol-2-yl)-1-(3-(dimethylamino)piperidin-1-yl)propan-1-one hydrochloride